2-chloro-1,1,1,2-tetrafluoroethane ClC(C(F)(F)F)F